ClC=1C=NC=C(C1[C@@H](C)OC=1C=C2C(=NNC2=CC1)C=1C=NC(=C(C#N)C1)N1C(CC1)CN(C)C)Cl 5-(5-((R)-1-(3,5-dichloropyridin-4-yl)ethoxy)-1H-indazol-3-yl)-2-(2-((dimethylamino)methyl)azetidin-1-yl)nicotinonitrile